N-(6,8-dimethylimidazo[1,2-a]pyrazin-2-yl)-6-fluoro-2-methyl-4-(4-piperidylmethylamino)indazole-7-carboxamide CC=1N=C(C=2N(C1)C=C(N2)NC(=O)C2=C(C=C(C1=CN(N=C21)C)NCC2CCNCC2)F)C